(R)-N,N-dimethyl-2-(2-methyl-4-((6-(3-phenylisoxazolidin-2-yl)pyrimidin-4-yl)amino)phenyl)-2-azaspiro[3.5]nonan-7-amine CN(C1CCC2(CN(C2)C2=C(C=C(C=C2)NC2=NC=NC(=C2)N2OCC[C@@H]2C2=CC=CC=C2)C)CC1)C